NC[C@@H]1CCOC2=C1C=CC(=C2)N(C)C=2C=CC1=C(C=CO1)C2 (4R)-4-(aminomethyl)-N-(1-benzofuran-5-yl)-N-methyl-3,4-dihydro-2H-1-benzopyran-7-amine